BrC=1C=NC(=C(C(=O)NC2=NC=NC(=C2)C#CC(C)(OC2OCCCC2)C)C1)Cl 5-bromo-2-chloro-N-(6-(3-methyl-3-(tetrahydro-2H-pyran-2-yloxy)but-1-ynyl)pyrimidin-4-yl)nicotinamide